CC(OC(NCC(NC[C@H](NC(OCC1=CC=CC=C1)=O)C(=O)OC)=O)=O)(C)C (S)-methyl 13,13-dimethyl-3,8,11-trioxo-1-phenyl-2,12-dioxa-4,7,10-triazatetradecane-5-carboxylate